[N+](=O)([O-])[Si](C1=CC=CC=C1)([N+](=O)[O-])[N+](=O)[O-] trinitrophenylsilane